(1R,2S,5S)-3-(4-chlorobenzofuran-2-carbonyl)-N-((S)-1-cyano-2-((S)-2-oxopyrrolidin-3-yl)ethyl)-6,6-dimethyl-3-azabicyclo[3.1.0]hexane-2-carboxamide ClC1=CC=CC2=C1C=C(O2)C(=O)N2[C@@H]([C@H]1C([C@H]1C2)(C)C)C(=O)N[C@@H](C[C@H]2C(NCC2)=O)C#N